3-(2-Chloro-3-phenylanilino)benzisoxazole ClC1=C(NC2=NOC3=C2C=CC=C3)C=CC=C1C1=CC=CC=C1